2-(4-(Difluoromethylene)piperidin-1-yl)-4-(2-hydroxyethanesulfonylamino)-N-((1S,4R)-1,2,3,4-tetrahydro-1,4-methylenebenzo[4,5]imidazo[1,2-a]pyridin-6-yl)benzamide FC(=C1CCN(CC1)C1=C(C(=O)NC2=CC=CC3=C2N=C2N3[C@H]3CC[C@@H]2C3)C=CC(=C1)NS(=O)(=O)CCO)F